isonicotinyl-ornithine C(C1=CC=NC=C1)N[C@@H](CCCN)C(=O)O